5-(3-(difluoromethyl)imidazo[1,2-a]pyridin-6-yl)-N-methyl-7H-pyrrolo[2,3-d]pyrimidin-2-amine FC(C1=CN=C2N1C=C(C=C2)C2=CNC=1N=C(N=CC12)NC)F